CC1=C(C=CC(=C1)C)C(C)C1=CC=CC=C1 2,4-dimethyl-1-(1-phenylethyl)benzene